1-(benzothien-5-yl)-2-(methylamino)propan-1-one hydrochloride Cl.S1C=CC2=C1C=CC(=C2)C(C(C)NC)=O